tert-butyl 7-[8-fluoro-6-(7-fluoro-6-methoxy-2-methylindazol-5-yl)-1-oxoisoquinolin-2-yl]-4-azaspiro[2.5]octane-4-carboxylate FC=1C=C(C=C2C=CN(C(C12)=O)C1CCN(C2(CC2)C1)C(=O)OC(C)(C)C)C1=CC2=CN(N=C2C(=C1OC)F)C